OleylCoA C(CCCCCCC\C=C/CCCCCCCC)(=O)SCCNC(CCNC([C@@H](C(COP(OP(OC[C@@H]1[C@H]([C@H]([C@@H](O1)N1C=NC=2C(N)=NC=NC12)O)OP(=O)(O)O)(=O)O)(=O)O)(C)C)O)=O)=O